FC1(CCN(CC1)C1=NC(=CC(=C1)NC(C1=C(C=C(C=C1)I)N1CCC2(CC2)CC1)=O)C)F N-(2-(4,4-difluoropiperidin-1-yl)-6-methylpyridin-4-yl)-4-iodo-2-(6-azaspiro[2.5]oct-6-yl)benzamide